2-(2,6-dioxopiperidin-3-yl)-5-((6-(3-(quinoxalin-2-yl)-1H-pyrazol-1-yl)hexyl)amino)isoindoline-1,3-dione O=C1NC(CCC1N1C(C2=CC=C(C=C2C1=O)NCCCCCCN1N=C(C=C1)C1=NC2=CC=CC=C2N=C1)=O)=O